2-(N-methylsulfamoyl)benzoic acid CNS(=O)(=O)C1=C(C(=O)O)C=CC=C1